ClC1=C(N=C(C(=N1)C(=O)OC)NC1=CC=C(C=C1)N1CCOCC1)NC1=NC=CC=C1 methyl 6-chloro-3-(4-morpholinoanilino)-5-(2-pyridylamino)pyrazine-2-carboxylate